N(=[N+]=[N-])CCOC1=CC(=CC=C1)Br 1-(2-Azidoethoxy)-3-bromobenzene